C(C=C)(=O)N1C(CN(CC1)C1=NC(=NC=2CC(CCC12)N1CCC2=CC=CC=C12)OCCN1CCOCC1)CC#N 2-(1-acryloyl-4-(7-(indolin-1-yl)-2-(2-morpholinoethoxy)-5,6,7,8-tetrahydroquinazolin-4-yl)piperazin-2-yl)acetonitrile